C(C)(C)(C)OC(NC1=C(SC(=C1)Cl)Br)=O N-(2-bromo-5-chloro-3-thienyl)carbamic acid tert-butyl ester